P(=O)#CN1CCN(CCNCCN(CC1)CC(=O)O)CC(=O)O 4-[phosphorylmethyl]-1,4,7,10-tetrazacyclododecane-1,7-diacetic acid